COC1=CC=C2C(=CNC2=C1)C=C[N+](=O)[O-] 6-methoxy-3-(2-nitrovinyl)-1H-indole